C1(=CC=C(C=C1)C(=O)O)C1=CC(=CC=C1)C1=CC=C(C=C1)C(=O)O [m-terphenyl]-4,4''-dicarboxylic acid